6-(6-(4,4-difluoro-3-methylpiperidine-1-carbonyl)naphthalen-1-yl)phthalazin-1(2H)-one FC1(C(CN(CC1)C(=O)C=1C=C2C=CC=C(C2=CC1)C=1C=C2C=NNC(C2=CC1)=O)C)F